BrC1=C2C=NN(C2=CC=C1O)C(=O)OC(C)(C)C tert-Butyl 4-bromo-5-hydroxy-1H-indazole-1-carboxylate